ClC=1C=C(C=C(C1F)Cl)C1(CC(=NO1)C1=CC(=C(C(=O)N(C)C2=NN(C(=N2)C(C)C)C)C=C1)C)C(F)(F)F 4-(5-(3,5-dichloro-4-fluorophenyl)-5-(trifluoromethyl)-4,5-dihydroisoxazol-3-yl)-N-(5-isopropyl-1-methyl-1H-1,2,4-triazol-3-yl)-N,2-dimethylbenzamide